t-butoxycarbonyl-1,2-ethylenediamine C(C)(C)(C)OC(=O)NCCN